Benzyl (3aS,7aR)-1-(4-chlorophenyl)-3,3a,4,6,7,7a-hexahydro-2H-pyrrolo[3,2-c]pyridine-5-carboxylate ClC1=CC=C(C=C1)N1CC[C@H]2CN(CC[C@H]21)C(=O)OCC2=CC=CC=C2